4-(5-(Methanoyl)pyrazin-2-yl)piperazine-1-carboxylic acid tert-butyl ester hydrochloride Cl.C(C)(C)(C)OC(=O)N1CCN(CC1)C1=NC=C(N=C1)C=O